NC1=C2C(=CC=NC2=C(C(=N1)C(=O)OC)OCC1=CC=CC=C1)C1=CC(=CC=C1)Cl methyl 5-amino-8-(benzyloxy)-4-(3-chlorophenyl)-1,6-naphthyridine-7-carboxylate